C(C)(C)(C)OC(=O)N1C(=CC2=CC=CC(=C12)C)OCC1=CC=CC=C1 (benzyloxy)-7-methyl-1H-indole-1-carboxylic acid tert-butyl ester